tert-butyl 7-(4-((R)-1-(tert-butoxycarbonyl)pyrrolidin-3-yl oxy)butyl)-5-methoxy-2-methyl-3,4-dihydro-1,8-naphthyridine-1(2H)-carboxylate C(C)(C)(C)OC(=O)N1C[C@@H](CC1)OCCCCC1=CC(=C2CCC(N(C2=N1)C(=O)OC(C)(C)C)C)OC